[Br-].OC[PH3+] (hydroxymethyl)phosphonium bromide